4-((3-((bicyclo[3.1.0]hex-3-yloxy)methyl)-4-bromophenyl)amino)tetrahydro-2H-pyran-4-carboxylic acid C12CC(CC2C1)OCC=1C=C(C=CC1Br)NC1(CCOCC1)C(=O)O